F[C@@H]1C(NC(C[C@@H]1OC1=CC=C(N=N1)C1=NC=C(C=C1O)C=1C=C(C=2N(C1)C=C(N2)C)C(F)(F)F)(C)C)(C)C (6-{[(3R,4S)-3-fluoro-2,2,6,6-tetramethylpiperidin-4-yl]oxy}pyridazin-3-yl)-5-[2-methyl-8-(trifluoromethyl)imidazo[1,2-a]pyridin-6-yl]pyridin-3-ol